CN1N=C(C=C1C(=O)N)C(F)(F)F (E)-2-methyl-5-(trifluoromethyl)pyrazole-3-carboxamide